C(=O)(O)C(O)C(O)C(=O)O.FCCN(C(=O)[C@H]1CN([C@@H]2CC=3C4=C(C2=C1)C=CC=C4NC3)C)CCF.FCCN(C(=O)[C@H]3CN([C@@H]4CC=1C2=C(C4=C3)C=CC=C2NC1)C)CCF (6aR,9R)-N,N-bis(2-fluoroethyl)-7-methyl-4,6,6a,7,8,9-hexahydroindolo[4,3-fg]quinoline-9-carboxamide hemitartrate